FC1=C(C(=C(C(=C1F)C(F)(F)F)F)F)NC(CCC1CCN(CC1)S(=O)(=O)C1=CC=C(C)C=C1)=O N-(2,3,5,6-tetrafluoro-4-(trifluoromethyl)phenyl)-3-(1-tosylpiperidin-4-yl)propanamide